CC1=C(C(=CC=C1)C)NC(=O)CN2CCN(CC2)CC(COC3=CC=CC=C3OC)O The molecule is an aromatic amide obtained by formal condensation of the carboxy group of 2-{4-[2-hydroxy-3-(2-methoxyphenoxy)propyl]piperazin-1-yl}acetic acid with the amino group of 2,6-dimethylaniline. It is a monocarboxylic acid amide, an aromatic amide, a N-alkylpiperazine, a secondary alcohol and a monomethoxybenzene.